ClC1=CC=C(C=C1)NC(C(C)(C)C1CC2(CN(C2)C(C(F)(F)F)C2CCC2)C1)=O N-(4-chlorophenyl)-2-(2-(1-cyclobutyl-2,2,2-trifluoroethyl)-2-azaspiro[3.3]heptan-6-yl)-2-methylpropanamide